ethyl (2S)-2-[[(2S)-2-amino-3-[3,5-bis(2-chloroethylsulfanyl)phenyl]propanoyl]amino]-3-(4-fluorophenyl)propanoate N[C@H](C(=O)N[C@H](C(=O)OCC)CC1=CC=C(C=C1)F)CC1=CC(=CC(=C1)SCCCl)SCCCl